[(3-fluoropyridin-4-yl)methyl]-7H-pyrrolo[2,3-d]pyrimidin-4-amine dihydrochloride Cl.Cl.FC=1C=NC=CC1CC=1N=C(C2=C(N1)NC=C2)N